5-fluoro-3-(4-methoxybenzyl)-6-(1,1,2,2-tetrafluoroethyl)pyrimidin-4(3H)-one FC=1C(N(C=NC1C(C(F)F)(F)F)CC1=CC=C(C=C1)OC)=O